C12N(CCNC2CC1)C(=O)[O-] 2,5-diazabicyclo[4.2.0]octane-2-carboxylate